2,6-dibutylphenol C(CCC)C1=C(C(=CC=C1)CCCC)O